zinc 5-nitrosalicylaldehyde [N+](=O)([O-])C1=CC=C(C(C=O)=C1)O.[Zn]